N[C@H]1CN(CCC1)C(=O)C=1C=C(C=2N(C1)N=C(C2C)C=2N(C1=CC(=CC=C1C2)C2=CC=C(C(=O)N)C=C2)CC2CC2)OC 4-(2-{6-[(3R)-3-Aminopiperidine-1-carbonyl]-4-methoxy-3-methylpyrazolo[1,5-a]pyridin-2-yl}-1-(cyclopropylmethyl)-1H-indol-6-yl)benzamide